1-Ethyl-1-methyl-N-((S)-5-methyl-4-oxo-2,3,4,5-tetrahydrobenzo[b][1,4]oxazepin-3-yl)-1,3-dihydrofuro[3,4-c]pyridin-6-carboxamid C(C)C1(OCC=2C=NC(=CC21)C(=O)N[C@@H]2C(N(C1=C(OC2)C=CC=C1)C)=O)C